3-(((2R,3S)-3-(3,3-difluorobutyl)-2-fluoro-5-(4-fluorophenyl)-1,1-dioxido-7-(trifluoromethyl)-2,3,4,5-tetrahydrobenzo[b][1,4]thiazepin-8-yl)oxy)-2,2-dimethylpropanoic acid FC(CC[C@H]1CN(C2=C(S([C@H]1F)(=O)=O)C=C(C(=C2)C(F)(F)F)OCC(C(=O)O)(C)C)C2=CC=C(C=C2)F)(C)F